dl-N-((1S,9S)-5-chloro-9-ethyl-9-hydroxy-4-methyl-10,13-dioxo-2,3,9,10,13,15-hexahydro-1H,12H-benzo[de]pyrano[3',4':6,7]indolizino[1,2-B]quinolin-1-yl)-2-hydroxyacetamide ClC=1C(=C2C=3C(=C4C(=NC3C1)C1=CC3=C(C(N1C4)=O)COC([C@]3(O)CC)=O)[C@H](CC2)NC(CO)=O)C